C(C)(C)C1=C(C(=CC=C1)C(C)C)NC(=O)NS(=O)(=O)C=1SC(=CC1)C(C)(C)O N-(2,6-diisopropylphenylcarbamoyl)-5-(2-hydroxypropan-2-yl)thiophene-2-sulfonamide